6-(3-methoxyphenyl)-1-(2-pyridylmethyl)-3H-imidazo[4,5-b]Pyridin COC=1C=C(C=CC1)C=1C=C2C(=NC1)NCN2CC2=NC=CC=C2